6-fluoro-2,4,8,10-tetra-tert-butyl-12-methyldibenz[d,g]-1,3,2-dioxaphosphocine FP1OC2=C(C(C3=C(O1)C(=CC(=C3)C(C)(C)C)C(C)(C)C)C)C=C(C=C2C(C)(C)C)C(C)(C)C